6-chloro-2-[2-(3-chloro-2-pyridyl)-5-(methylsulfanylmethyl)pyrazol-3-yl]-8-methyl-3,1-benzoxazin-4-one ClC=1C=C(C2=C(C(OC(=N2)C=2N(N=C(C2)CSC)C2=NC=CC=C2Cl)=O)C1)C